FC1=C(C(=CC=C1)C)N1N=C2C(=CC1=O)NN=C2C=2C=NC(=CC2)N2CC1CCC(C2)N1C 5-(2-fluoro-6-methylphenyl)-3-(6-(8-methyl-3,8-diazabicyclo[3.2.1]octan-3-yl)pyrid-3-yl)-1H-pyrazolo[4,3-c]pyridazin-6(5H)-one